ClC=1C(=NC(=NC1)NC1CCOCC1)C=1C=C2C(=NC1)CN(C2=O)[C@@H](C(=O)N[C@H](CO)C2=CC(=CC=C2)OC(F)F)C (2R)-2-(3-{5-chloro-2-[(oxan-4-yl)amino]pyrimidin-4-yl}-5-oxo-5H,6H,7H-pyrrolo[3,4-b]pyridin-6-yl)-N-[(1S)-1-[3-(difluoromethoxy)phenyl]-2-hydroxyethyl]propanamide